Cl.FC1(CC(NC1)(C)CO)F (4,4-difluoro-2-methyl-pyrrolidin-2-yl)methanol hydrochloride